FC1=C(C(=C(C(=C1[2H])[2H])[2H])[2H])OB(O)O (2-fluoro-3,4,5,6-tetradeuterophenyl)boric acid